N-(3-bromo-2-fluorophenyl)-N-methylbenzamide BrC=1C(=C(C=CC1)N(C(C1=CC=CC=C1)=O)C)F